2-(2,6-dioxo-3-piperidyl)-5-fluoro-6-[4-(hydroxymethyl)-1-piperidyl]isoindoline-1,3-dione O=C1NC(CCC1N1C(C2=CC(=C(C=C2C1=O)F)N1CCC(CC1)CO)=O)=O